ClC(C(F)(F)S(C=1C=C(C=CC1)[N+](=O)[O-])(F)(F)(F)F)(F)F 3-(2-chloroTetrafluoroethyltetrafluoro-λ6-sulfanyl)nitrobenzene